Br.CC1=CC=C(C=C1)C(CN1C(SC2=C1CCCC2)=N)O 1-(4-methylphenyl)-2-(4,5,6,7-tetrahydro-2-imino-3(2H)-benzothiazolyl)ethanol hydrobromide